[Sc].[Bi] bismuth-scandium